diacetyl-4,5-bis(carbazol-9-yl)-1,2-dicyanobenzene C(C)(=O)C1=C(C(=C(C(=C1C#N)C#N)C(C)=O)N1C2=CC=CC=C2C=2C=CC=CC12)N1C2=CC=CC=C2C=2C=CC=CC12